benzyl (S)-(2-methoxy-8-oxo-8,9-dihydro-7H-pyrido[2,3-b]azepin-7-yl)carbamate COC=1C=CC2=C(NC([C@H](C=C2)NC(OCC2=CC=CC=C2)=O)=O)N1